(R)-2-(1-(2-(4,4-dimethylpiperidin-1-yl)-6-methyl-4-oxo-4H-chromen-8-yl)ethoxy)benzoic acid CC1(CCN(CC1)C=1OC2=C(C=C(C=C2C(C1)=O)C)[C@@H](C)OC1=C(C(=O)O)C=CC=C1)C